2-((2S,4S)-2-(aminomethyl)-5-chloro-2-phenyl-2,3-dihydrobenzofuran-4-yl)-3,4-difluorobenzamide NC[C@@]1(OC2=C(C1)C(=C(C=C2)Cl)C2=C(C(=O)N)C=CC(=C2F)F)C2=CC=CC=C2